azidoacetamidopentyl-isopropylacrylamide N(=[N+]=[N-])CC(=O)NCCCCCC=C(C(=O)N)C(C)C